F[C@@H]1[C@H]([C@H](N(C1)C(=O)OC(C)(C)C)C(=O)OCC1=CC=CC=C1)O 2-benzyl 1-(tert-butyl) (2S,3S,4S)-4-fluoro-3-hydroxypyrrolidine-1,2-dicarboxylate